4-[3-chloro-6-fluoro-2-[2-(1-methylindol-3-yl)ethyl]phenyl]-5-hydroxy-2,6-dimethyl-pyridazin-3-one ClC=1C(=C(C(=CC1)F)C=1C(N(N=C(C1O)C)C)=O)CCC1=CN(C2=CC=CC=C12)C